N[C@@H](CCC(=O)O)C(=O)N[C@@H](CCC(N)=O)C(=O)O L-glutamyl-glutamine